C1(=CC=CC=C1)C(C(=O)O)CC.C1(=CC=CC=C1)C(C(=O)O)CC phenylbutyric acid (phenylbutyrate)